3,7-dimethyl-4-(3-methylbut-2-enyl)oct-2,6-dienal CC(=CC=O)C(CC=C(C)C)CC=C(C)C